CN1N=C(C(=C1)N)N1CCCC1 1-methyl-3-(pyrrolidin-1-yl)-1H-pyrazol-4-amine